3-((1-cyclopentyl-2-methoxy-2-oxoethyl)amino)-3-oxopropanoic acid methyl ester COC(CC(=O)NC(C(=O)OC)C1CCCC1)=O